CN1N=C(N=N1)C=1C=C(C=CC1)C(=O)NCCN1CC2=CC=C(C=C2C1=O)C(=O)OC(C)C Propan-2-yl 2-(2-{[3-(2-methyl-2H-1,2,3,4-tetrazol-5-yl)phenyl]formamido}ethyl)-3-oxo-2,3-dihydro-1H-isoindole-5-carboxylate